4-cyano-4-(pyridin-2-yl)piperidine-1-carboxylic acid tert-butyl ester C(C)(C)(C)OC(=O)N1CCC(CC1)(C1=NC=CC=C1)C#N